N-(4-((4-(2-(3-chloro-4-(2-chloroethoxy)-5-cyanophenyl)propan-2-yl)phenoxy)methyl)-3-fluoropyridin-2-yl)methanesulfonamide ClC=1C=C(C=C(C1OCCCl)C#N)C(C)(C)C1=CC=C(OCC2=C(C(=NC=C2)NS(=O)(=O)C)F)C=C1